N[C@H](C)C1=CC=C2C(=N1)N(C(=C2)C2=NC1=C(N2C)C(=CC(=C1)C(=O)OCC)OC)CC1CC1 ethyl (R)-2-(6-(1-aminoethyl)-1-(cyclopropylmethyl)-1H-pyrrolo[2,3-b]pyridin-2-yl)-7-methoxy-1-methyl-1H-benzo[d]imidazole-5-carboxylate